CCCCCCCCCCCCCCCC(=O)OC[C@H](CO)OC(=O)CCCCCCCCCCCCC The molecule is a 1,2-diacyl-sn-glycerol that has palmitoyl and tetradecanoyl as 1- and 2-acyl groups respectively. It is a diacylglycerol 30:0, a 1,2-diacyl-sn-glycerol, a tetradecanoate ester and a hexadecanoate ester.